FC1=CC=C(C=C1)C(C(=O)N[C@@H](CO)C(=O)N[C@H](CCC(=O)O)C(=O)O)(C)C (2-(4-fluorophenyl)-2-methylpropanoyl)-L-seryl-D-glutamic acid